C(C)(C)(C)OC(=O)N1[C@H]([C@H](CC1)O)C(=O)O (2R,3S)-1-(tert-butoxycarbonyl)-3-hydroxy-pyrrolidine-2-carboxylic acid